COC=1C=C(C=C(C1OC)OC)C=1C=CC2=C(C(C=3C(=CC4=C(OCO4)C3)OC2)=O)C1 9-(3,4,5-Trimethoxyphenyl)[2]benzoxepino[3,4-f]-1,3-benzodioxol-11(6H)-one